(1S,5S)-2-(tert-Butoxycarbonyl)-4-methyl-2,6-diazabicyclo[3.2.0]Heptane-4-carboxylic acid C(C)(C)(C)OC(=O)N1[C@H]2CN[C@H]2C(C1)(C(=O)O)C